dimethoxypyrrolidin COC1N(CCC1)OC